C(#N)C1=C(C=CC(=C1)C=1C(=NNC1C)C1=CC=NC=C1)C=1C=C(C=CC1)S(=O)(=O)N 3-[2-cyano-4-[5-methyl-3-(4-pyridyl)-1H-pyrazol-4-yl]phenyl]benzenesulfonamide